NC(CC[C@H]1CC(N(C1)C(C(F)(F)F)=O)(C)C)C=1C=NC=NC1 1-[(4S)-4-(3-Amino-3-pyrimidin-5-yl-propyl)-2,2-dimethyl-pyrrolidin-1-yl]-2,2,2-trifluoro-ethanone